7'-bromo-8'-methoxy-1',5'-dimethyl-1'H-spiro[cyclopentane-1,2'-quinazoline]-4'(3'h)-one BrC1=CC(=C2C(NC3(N(C2=C1OC)C)CCCC3)=O)C